ClC1=C(C=CC(=C1)C(F)(F)F)CC1CCNCC1 4-[[2-Chloro-4-(trifluoromethyl)phenyl]methyl]piperidine